2-(4-Amidinophenyl)-6-indolecarbamidine C(N)(=N)C1=CC=C(C=C1)C=1NC2=CC(=CC=C2C1)C(=N)N